CC(CCC(C)=O)CC 5,6-dimethyl-2-hexanone